[K].C(CC(=O)C)(=O)NC1=CC=C(S(=O)(=O)O)C=C1 N-(acetoacetyl)sulfanilic acid potassium